O=C1NC(CCC1NC(C1=C(C=C(C=C1)OCCOCCOCCOCCN1[C@H](CN(CC1)C1=NC=NC(=C1)C1=NNC2=CC=C(C=C12)OC1(CC1)C)C)F)=O)=O N-(2,6-dioxo-3-piperidyl)-2-fluoro-4-[2-[2-[2-[2-[(2S)-2-methyl-4-[6-[5-(1-methylcyclopropoxy)-1H-indazol-3-yl]pyrimidin-4-yl]piperazin-1-yl]ethoxy]ethoxy]ethoxy]ethoxy]benzamide